(propane-1,2-diol) C(C(C)O)O